5-(piperazin-1-yl)pyrimidine N1(CCNCC1)C=1C=NC=NC1